N-(4-{[6-(5-chloro-2-fluorophenyl)-3-methylpyridazin-4-yl]amino}pyridin-2-yl)-4-(4-methylpiperazin-1-yl)butanamide ClC=1C=CC(=C(C1)C1=CC(=C(N=N1)C)NC1=CC(=NC=C1)NC(CCCN1CCN(CC1)C)=O)F